tert-Butyl 4-((6-cyano-7-fluoro-2H-indazol-2-yl)-methyl)-5-methoxy-7-methyl-1H-indole-1-carboxylate C(#N)C=1C=CC2=CN(N=C2C1F)CC1=C2C=CN(C2=C(C=C1OC)C)C(=O)OC(C)(C)C